CN1C2=C(N3C(CC1)CNCC3)N=CC(=C2)C(F)(F)F 5-methyl-3-(trifluoromethyl)-5,6,7,7a,8,9,10,11-octahydropyrazino[1,2-d]pyrido[3,2-b][1,4]diazepine